BrC=1C=C2C(=NN(C2=CC1)C(C)C)C(=O)NC1=C(C=CC=C1)CC(=O)OCC ethyl 2-(2-(5-bromo-1-isopropyl-1H-indazole-3-carboxamido)phenyl)acetate